4-[2-[1-[5-isopropyl-1-[4-(trifluoromethoxy)phenyl]pyrazol-3-yl]azetidin-3-yl]oxyethyl]morpholine tert-butyl-4-[4-(1,4-diazepan-1-yl)benzoyl]piperazine-1-carboxylate C(C)(C)(C)OC(=O)N1CCN(CC1)C(C1=CC=C(C=C1)N1CCNCCC1)=O.C(C)(C)C1=CC(=NN1C1=CC=C(C=C1)OC(F)(F)F)N1CC(C1)OCCN1CCOCC1